CC1=CC=C(C=C1)C=1N=C(SC1)NN (4-methylphenyl)-2-hydrazinothiazole